C(C1=CC=CC=C1)N1C(C(C2=CC(=CC=C12)N(C1=NC(=NC2=CC=CC=C12)C)CC1=CC=CC=C1)=CC1=CC=CC=C1)=O 1-benzyl-5-(benzyl-(2-methyl-quinazolin-4-yl)amino)-3-benzylideneindolin-2-one